C(C1=CC=CC=C1)(=O)O[C@H](C)C1=CC2=C(N=C(N=C2)NCC2CCN(CC2)C(C)=O)C(=N1)NC(C)C (R)-1-(2-(((1-acetylpiperidin-4-yl)methyl)amino)-8-(isopropylamino)pyrido[3,4-d]pyrimidine-6-yl)ethyl benzoate